O1CCN(CC1)CC#CC1=NN=C(O1)[C@@]12CN(C[C@]2(C1)C(F)(F)F)C1=C2C=CC=NC2=C(C=C1)C#N 5-((1S,5R)-1-(5-(3-morpholinoprop-1-yn-1-yl)-1,3,4-oxadiazol-2-yl)-5-(trifluoromethyl)-3-azabicyclo[3.1.0]hexane-3-yl)quinoline-8-carbonitrile